C1(CC1)C([C@@H](C(=O)NC1=NC(=C(C=C1)C=1C(=NNC1C)CC)F)NC(=O)C=1N(N=CC1)CCSC)C1CC1 N-[(1S)-1-(dicyclopropylmethyl)-2-[[5-(3-ethyl-5-methyl-1H-pyrazol-4-yl)-6-fluoro-2-pyridyl]amino]-2-oxo-ethyl]-2-(2-methylsulfanylethyl)pyrazole-3-carboxamide